ClC1=NNC(C(=C1)[C@@H](C)N1N=C(C(=C1)NC(=O)[C@H](C(C1CC1)C1CC1)NC(=O)C1=NON=C1C)F)=O |&1:7| N-[(1S)-1-[[1-[(1RS)-1-(3-chloro-6-oxo-1H-pyridazin-5-yl)ethyl]-3-fluoro-pyrazol-4-yl]carbamoyl]-2,2-dicyclopropyl-ethyl]-4-methyl-1,2,5-oxadiazole-3-carboxamide